C(CCC)N1CCCN2CCN(CCCN(CC1)CC2)C 5-n-butyl-12-methyl-1,5,8,12-tetraazabicyclo[6.6.2]hexadecane